C[Si](C1=CC=C(C=C1)C(=[Hf](C1C=CC=C1)C1=CC=CC=2C3=CC=CC=C3CC12)C1=CC=C(C=C1)CCCC)(C)C (p-trimethylsilylphenyl)(p-n-butylphenyl)methylene(fluorenyl)(cyclopentadienyl)hafnium